ClC=1C=C2C(=CC(=CC2=CC1Cl)O)CCCCCCCC 6,7-dichloro-4-octyl-2-naphthol